[1-[[4-[[4-[[2-(6-methyl-2-pyridyl)pyrimidin-4-yl]amino]pyrimidin-2-yl]amino]phenyl]methyl]-4-piperidyl]methanol CC1=CC=CC(=N1)C1=NC=CC(=N1)NC1=NC(=NC=C1)NC1=CC=C(C=C1)CN1CCC(CC1)CO